1-(1-((1H-indol-3-yl)methyl)-7-ethoxy-6-methoxy-3,4-dihydroisoquinoline-2(1H)-yl)-2-(methanesulfonyl)ethane-1-one N1C=C(C2=CC=CC=C12)CC1N(CCC2=CC(=C(C=C12)OCC)OC)C(CS(=O)(=O)C)=O